C(C)(C)(C)C=1N=C(N2C1C=NCC2)CC tert-Butyl-3-ethyl-5,6-dihydroimidazo[1,5-a]pyrazine